OC1(CCC(CC1)C)C(=O)[O-] hydroxy-4-methylcyclohexanecarboxylate